C(#N)CN(C(=O)C=1C=CC=2N(C1)C(=CN2)C=2C=CC(=NC2)NC(OC)=O)C2=CC(=C(C=C2)F)OC methyl N-[5-[6-[cyanomethyl-(4-fluoro-3-methoxy-phenyl)carbamoyl]imidazo[1,2-a]pyridin-3-yl]-2-pyridyl]carbamate